NC1(CCN(CC1)C(C)=O)C 1-(4-Amino-4-methylpiperidin-1-yl)ethan-1-one